COC=1C=CC(=NC1)COC=1C=CC2=C(N=C(O2)C2=NC=CN=C2)C1 5-[(5-Methoxypyridin-2-yl)methoxy]-2-(pyrazin-2-yl)-1,3-benzoxazole